N'-(4-(3-butoxyoxetan-3-yl)-2-chloro-5-methylphenyl)-N-ethyl-N-methylformimidamide C(CCC)OC1(COC1)C1=CC(=C(C=C1C)N=CN(C)CC)Cl